[5-(3-Methoxyphenyl)-1-(pyridin-3-yl)-1H-pyrazol-3-yl]methanol COC=1C=C(C=CC1)C1=CC(=NN1C=1C=NC=CC1)CO